7-(8-ethynyl-7-fluoro-3-(methoxymethoxy)naphthalen-1-yl)-8-fluoro-5-methoxy-2-(((4aS,7aR)-1-methyloctahydro-4aH-cyclopenta[b]pyridin-4a-yl)methoxy)pyrido[4,3-d]pyrimidin-4-ol C(#C)C=1C(=CC=C2C=C(C=C(C12)C1=C(C=2N=C(N=C(C2C(=N1)OC)O)OC[C@]12[C@H](N(CCC1)C)CCC2)F)OCOC)F